(4S)-4-[[(Z)-(4-amino-8-methoxy-5,5-dimethyl-benzo[h]quinazolin-6-ylidene)amino]oxymethyl]pyrrolidin-2-one NC1=NC=NC=2C3=C(\C(\C(C12)(C)C)=N/OC[C@H]1CC(NC1)=O)C=C(C=C3)OC